N-(1-((1S,2R)-2-fluorocyclopropyl)-2-oxo-1,2-dihydropyridin-3-yl)-6-isopropoxy-2-(1-methyl-2-oxabicyclo[2.1.1]hex-4-yl)-2H-indazole-5-carboxamide F[C@H]1[C@H](C1)N1C(C(=CC=C1)NC(=O)C1=CC2=CN(N=C2C=C1OC(C)C)C12COC(C1)(C2)C)=O